3-(4-phenoxyphenyl)-1-[(3R)-1-[2,3,4,5-tetrafluoro-6-(trifluoromethyl)phenyl]sulfonylpyrrolidin-3-yl]pyrazolo[3,4-d]pyrimidin-4-amine O(C1=CC=CC=C1)C1=CC=C(C=C1)C1=NN(C2=NC=NC(=C21)N)[C@H]2CN(CC2)S(=O)(=O)C2=C(C(=C(C(=C2C(F)(F)F)F)F)F)F